methyl 4-(4-(((tert-butoxycarbonyl)amino)methyl)-3-methylphenyl)pyrrolo[2,1-f][1,2,4]triazine-6-carboxylate C(C)(C)(C)OC(=O)NCC1=C(C=C(C=C1)C1=NC=NN2C1=CC(=C2)C(=O)OC)C